C(#N)C=1C=NN2C1C(=CC(=C2)OCC(C)(C)O)C=2C=CC(=NC2)N2CCC(CC2)(C)NC(CC(C)(C2=CC=CC=C2)C)=O N-(1-(5-(3-cyano-6-(2-hydroxy-2-methylpropoxy)pyrazolo[1,5-a]pyridin-4-yl)pyridin-2-yl)-4-methylpiperidin-4-yl)-3-methyl-3-phenylbutanamide